3-(3-(difluoromethyl)phenyl)-2-ethyl-5-(3-methoxy-1-(1-methyl-piperidin-4-yl)-1H-pyrazol-4-yl)-1H-pyrrolo[2,3-b]pyridine FC(C=1C=C(C=CC1)C1=C(NC2=NC=C(C=C21)C=2C(=NN(C2)C2CCN(CC2)C)OC)CC)F